N[C@@H](C(=O)N1CC2=CC=C(C=C2C1)C=1C=NN(C1)C)CC1=C(C=C(C=C1)Cl)Cl (R)-2-amino-3-(2,4-dichlorophenyl)-1-(5-(1-methyl-1H-pyrazol-4-yl)isoindolin-2-yl)propan-1-one